C=CCCCCCCCCCCCCCCC Z-heptadecene